(2R,4S)-4-benzyl-N-((S)-1-(((3-chloro-1-(methyl-d3)-1H-pyrrolo[2,3-b]pyridin-5-yl)methyl)amino)-1-oxoprop-2-yl)pyrrolidine-2-carboxamide hydrochloride Cl.C(C1=CC=CC=C1)[C@H]1C[C@@H](NC1)C(=O)N[C@H](C(=O)NCC=1C=C2C(=NC1)N(C=C2Cl)C([2H])([2H])[2H])C